1-[1-(4-chloro-3-fluorophenyl)-1H-1,2,4-triazol-5-yl]methanamine ClC1=C(C=C(C=C1)N1N=CN=C1CN)F